FC1=CC=C(C=C1)NC(=S)C=1C(OC(C2(C1O)CCCCC2)C2=CC=C(C=C2)C(F)(F)F)=O N-(4-fluorophenyl)-5-hydroxy-3-oxo-1-(4-(trifluoromethyl)phenyl)-2-oxaspiro[5.5]undec-4-ene-4-thiocarboxamide